C[C@H]1NC(N(C1)CC1=CC(=NC=C1)NC([C@H](C1CCC(CC1)C)NC(OC(C)(C)C)=O)=O)=O Tert-butyl ((S)-2-((4-(((R)-4-methyl-2-oxoimidazolidin-1-yl)methyl)pyridin-2-yl)amino)-1-((1r,4S)-4-methylcyclohexyl)-2-oxoethyl)carbamate